2,2-dimethyl-4-(3-methyl-2-oxo-1,3-benzooxazol-6-yl)-N-(3-phenylpropyl)piperidine-1-carboxamide (4'-(dimethylamino)-2',3',4',5'-tetrahydro-[1,1'-biphenyl]-4-yl)carbamate CN(C1CCC(=CC1)C1=CC=C(C=C1)NC(O)=O)C.CC1(N(CCC(C1)C1=CC2=C(N(C(O2)=O)C)C=C1)C(=O)NCCCC1=CC=CC=C1)C